6-(2-amino-6-fluoro-5-(4-(1,2,3,6-tetrahydropyridin-4-yl)phenyl)pyridin-3-yl)-3,4-dihydroisoquinolin-1(2H)-one 2,2,2-trifluoroacetate FC(C(=O)O)(F)F.NC1=NC(=C(C=C1C=1C=C2CCNC(C2=CC1)=O)C1=CC=C(C=C1)C=1CCNCC1)F